FC1=C(C=CC(=C1)N1C(N(C2=NC(=NC=C2C1)S(=O)(=O)C)C(C)C)=O)NS(=O)(=O)CC1=CC=C(C=C1)F N-(2-fluoro-4-(1-isopropyl-7-(methylsulfonyl)-2-oxo-1,4-dihydropyrimido[4,5-d]pyrimidin-3(2H)-yl)phenyl)-1-(4-fluorophenyl)methanesulfonamide